C(C)(=O)O.C(CCC)OCCCC Butyl Ether acetate